3-Cyclopentyl-1-[5-ethynyl-2-({4-[4-(oxetan-3-yl)piperazin-1-yl]phenyl}amino)pyrido[2,3-d]pyrimidin-7-yl]urea C1(CCCC1)NC(NC=1C=C(C2=C(N=C(N=C2)NC2=CC=C(C=C2)N2CCN(CC2)C2COC2)N1)C#C)=O